7-methyl-1,5,7-triazabicyclo-[4.4.0]dec-5-ene CN1C2=NCCCN2CCC1